[N-](S(=O)(=O)C(F)(F)F)S(=O)(=O)C(F)(F)F.C(CCCCC)[N+]1=CC=CC=C1 N-hexylpyridinium bis(trifluoromethanesulfonyl)imide salt